(1R,5S)-1,4-diazepine N1C=CN=CC=C1